C(#N)COC([C@H](CC1=CC=CC=C1)NNC(=O)OC(C)(C)C)=O tert-butyl (S)-2-(1-(cyanomethoxy)-1-oxo-3-phenylpropan-2-yl)hydrazine-1-carboxylate